ClC1=CC=C(C=C1)C1=NN=C(C2=CC=CC=C12)NC1CN(CC1)CCF 4-(4-chlorophenyl)-N-(1-(2-fluoroethyl)pyrrolidin-3-yl)phthalazin-1-amine